((7-methoxy-2-methyl-1,2,3,4-tetrahydroisoquinolin-6-yl)amino)-5-((2-(methylsulfonyl)phenyl)amino)-1,2,4-triazine-6-carboxamide COC1=C(C=C2CCN(CC2=C1)C)NC=1N=NC(=C(N1)NC1=C(C=CC=C1)S(=O)(=O)C)C(=O)N